1-((3S,10R,13S)-3-azido-10,13-dimethyl-2,3,4,7,8,9,10,11,12,13,14,15-dodecahydro-1H-cyclopenta[a]phenanthren-17-yl)-4-chloro-1H-imidazole N(=[N+]=[N-])[C@H]1CC[C@@]2(C3CC[C@@]4(C(=CCC4C3CC=C2C1)N1C=NC(=C1)Cl)C)C